ClS1C(=CC=C1)NC(=O)OCC1=CC=CC=C1 benzyl 1-chloro-2-thiophenecarbamate